2-(6-chloro-1-[[2-(trimethylsilyl)ethoxy]methyl]pyrrolo[2,3-b]pyridin-3-yl)phenol ClC1=CC=C2C(=N1)N(C=C2C2=C(C=CC=C2)O)COCC[Si](C)(C)C